tert-butyl 4-[8-bromo-3-(2-methoxyethoxy)cinnolin-5-yl]piperazine-1-carboxylate BrC=1C=CC(=C2C=C(N=NC12)OCCOC)N1CCN(CC1)C(=O)OC(C)(C)C